O1N(CCCC1)C(=O)[C@H]1N2C(N([C@H](CC1)C2)OS(=O)(=O)O)=O.[NH+]2=CC=CC=C2 pyridinium (2S,5R)-2-(1,2-oxazinan-2-ylcarbonyl)-6-(sulfooxy)-1,6-diazabicyclo[3.2.1]octan-7-one